Boc-4-aminomethyl-1,1-cyclohexanedicarboxylic acid C(=O)(OC(C)(C)C)C1C(CCC(C1)CN)(C(=O)O)C(=O)O